ClC=1C2=C(N(N=C2C=CC1B1OC(C(O1)(C)C)(C)C)CC)OC 4-chloro-2-ethyl-3-methoxy-5-(4,4,5,5-tetramethyl-1,3,2-dioxaborolan-2-yl)-2H-indazole